2-(4-(4-(2,4-Dioxotetrahydropyrimidin-1(2H)-yl)-1H-indol-1-yl)piperidin-1-yl)acetic acid O=C1N(CCC(N1)=O)C1=C2C=CN(C2=CC=C1)C1CCN(CC1)CC(=O)O